FC1=C(C=CC=C1)C=O fluorobenzene-1-carbaldehyde